ClC1=NC=C(C(=N1)NCC1=CC=C(C=C1)N1N=C(C=C1CC)C(F)(F)F)N 2-chloro-N4-([4-[5-ethyl-3-(trifluoromethyl)pyrazol-1-yl]phenyl]methyl)pyrimidine-4,5-diamine